tert-Butyl (S)-(1-(4-(2-aminoethyl)-2-chlorophenyl)pyrrolidin-3-yl)(methyl)carbamate NCCC1=CC(=C(C=C1)N1C[C@H](CC1)N(C(OC(C)(C)C)=O)C)Cl